[C@H]12CC(C[C@H](CCC1)N2)N(C2=CC=C(N=N2)C2=CC1=C(C=C(O1)C(=O)NC1CC1)C=C2O)C 6-(6-(((1R,3S,5S)-9-azabicyclo[3.3.1]nonan-3-yl)(methyl)amino)pyridazin-3-yl)-N-cyclopropyl-5-hydroxybenzofuran-2-carboxamide